CC1([C@H](NCS1)C(=O)OCC1=CC=CC=C1)C benzyl (R)-5,5-dimethylthiazolidine-4-carboxylate